C1=C(C=CC2=CC=CC=C12)C=C(C(=O)NC1=C(C(=O)O)C=CC=C1)C(F)(F)F 2-(3-(naphthalen-2-yl)-2-trifluoromethylacrylamido)benzoic acid